1-(2-(trimethoxysilyl)-ethyl)-1,1,3,3-tetramethyl disiloxane ((tert-butoxycarbonyl)amino)cyclohexyl methanesulfonate CS(=O)(=O)OC1(CCCCC1)NC(=O)OC(C)(C)C.CO[Si](CC[Si](O[SiH](C)C)(C)C)(OC)OC